2-(3-(3-((S)-fluoro(4-methyl-4H-1,2,4-triazol-3-yl)methyl)oxetan-3-yl)phenyl)-6-((2-methyl-1,4-oxazepan-4-yl)methyl)-4-(trifluoromethyl)isoindolin-1-one F[C@@H](C1(COC1)C=1C=C(C=CC1)N1C(C2=CC(=CC(=C2C1)C(F)(F)F)CN1CC(OCCC1)C)=O)C1=NN=CN1C